N-(3-methoxybenzyl)-4-methyl-N-(3-(4-methylpiperazin-1-yl)benzyl)-5-(morpholinomethyl)thiazol-2-amine COC=1C=C(CN(C=2SC(=C(N2)C)CN2CCOCC2)CC2=CC(=CC=C2)N2CCN(CC2)C)C=CC1